C(C1=CC=CC=C1)OC1=NC(=CC=C1N1C(C2=CC=C(C(=C2[C@@H]1C)F)N1[C@@H](CN(CC1)C1CC(C1)OC1CCN(CC1)C(=O)OC(C)(C)C)C)=O)OCC1=CC=CC=C1 tert-butyl 4-[(1r,3r)-3-[(3R)-4-[(3S)-2-[2,6-bis(benzyloxy)pyridin-3-yl]-4-fluoro-3-methyl-1-oxo-3H-isoindol-5-yl]-3-methylpiperazin-1-yl]cyclobutoxy]piperidine-1-carboxylate